NC=1C2=C(N=C(N1)Cl)N(C=C2)[C@H]2[C@@H]([C@@H]([C@H](C2)C2=CC(=NC=C2)OC)O)O (1R,2S,3R,5R)-3-{4-Amino-2-chloropyrrolo[2,3-d]pyrimidin-7-yl}-5-(2-methoxypyridin-4-yl)cyclopentane-1,2-diol